CC1=C2C(C(=CN(C2=NC(=C1)N1CC(C1)N1N=CC(=C1)[N+](=O)[O-])C1=NC=NS1)C(=O)O)=O 5-methyl-7-[3-(4-nitro-1H-pyrazol-1-yl)azetidin-1-yl]-4-oxo-1-(1,2,4-thiadiazol-5-yl)-1,4-dihydro-1,8-naphthyridine-3-carboxylic acid